(2R,4S,5S)-5-ethyl-4-((5-isopropoxypyridin-2-yl)oxy)-2-methylpiperidine-1-carboxylic acid tert-butyl ester C(C)(C)(C)OC(=O)N1[C@@H](C[C@@H]([C@H](C1)CC)OC1=NC=C(C=C1)OC(C)C)C